C(C)(=O)N1CCN(CC1)C1=CC=C(C=C1)C=1OC2=C(C=C(C=C2C(C1)=O)C)C(C)NC1=C(C(=O)OC(C)(C)C)C=CC=C1 tert-butyl 2-[1-[2-[4-(4-acetylpiperazin-1-yl)phenyl]-6-methyl-4-oxo-chromen-8-yl]ethylamino]benzoate